ClC1=C(C=NN1C)S(=O)(=O)N1C(CC(CC1([2H])[2H])C=1C(=CC=2N(C1)N=CN2)F)([2H])[2H] 6-(1-((5-chloro-1-methyl-1H-pyrazol-4-yl)sulfonyl)piperidin-4-yl-2,2,6,6-d4)-7-fluoro-[1,2,4]triazolo[1,5-a]pyridine